exo-tert-butyl((3-(7-bromochroman-3-yl)-3-azabicyclo[3.1.0]hexan-6-yl)methyl)carbamate C(C)(C)(C)OC(NCC1C2CN(CC12)C1COC2=CC(=CC=C2C1)Br)=O